tert-Butyl (R)-3-formylmorpholine-4-carboxylate C(=O)[C@@H]1N(CCOC1)C(=O)OC(C)(C)C